7-cyano-6-(4-((6-methylpyridin-2-yl)oxy)phenyl)-5-(4-nitrophenyl)-2,3-dihydro-1H-pyrrolo[1,2-a]imidazole-1-carboxylic acid tert-butyl ester C(C)(C)(C)OC(=O)N1C=2N(CC1)C(=C(C2C#N)C2=CC=C(C=C2)OC2=NC(=CC=C2)C)C2=CC=C(C=C2)[N+](=O)[O-]